BrC=1C=CC(=C(C(=O)OC)C1)NC([C@H](CC1=CNC2=CC=CC=C12)NC(=O)OC(C)(C)C)C#N methyl 5-bromo-2-(((2S)-2-((tert-butoxycarbonyl)amino)-1-cyano-3-(1H-indol-3-yl)propyl)amino)benzoate